Dihydropyrido[3,2-d]pyrimidine-6-carbonitrile N1CN=CC2=C1C=CC(=N2)C#N